NC=1C=CC(=C(C1)C=1C2=C(C(N(C1)C)=O)N(C=C2)S(=O)(=O)C2=CC=C(C)C=C2)OC2=C(C=C(C=C2)F)F 4-[5-amino-2-(2,4-difluorophenoxy)phenyl]-6-methyl-1-p-toluenesulfonyl-1,6-dihydro-7H-pyrrolo[2,3-c]pyridin-7-one